C1O[C@H]2[C@@H](O[C@@]1([C@H]2O)CO)N2C=NC=1C(N)=NC=NC21 2'-O,4'-C-methylene-adenosine